[Si](C1=CC=CC=C1)(C1=CC=CC=C1)(C(C)(C)C)OCC(=O)NCC=1SC(=CC1)C(CSC1=NC(=NC2=CC=C(C=C12)N1CCOCC1)C)=O 2-((tert-butyldiphenylsilyl)oxy)-N-((5-(2-((2-methyl-6-morpholino-quinazolin-4-yl)thio)acetyl)thiophen-2-yl)methyl)acetamide